FC1=CC=C2C(C(COC2=C1)C(C)(C)C1=CC=NC=C1)=O 7-fluoro-3-(2-(pyridin-4-yl)propan-2-yl)chroman-4-one